CC1=C(C=CC(=C1)N1CCCCC1)NC=1C=CC2=C(OCC(N2)=O)C1 7-((2-methyl-4-(piperidin-1-yl)phenyl)amino)-2H-benzo[b][1,4]oxazin-3(4H)-one